3-Amino-6-ethenyl-4-(7-fluoro-1H-indazol-4-yl)-1H-benzo[h]quinolin-2-one NC=1C(NC2=C3C(=C(C=C2C1C1=C2C=NNC2=C(C=C1)F)C=C)C=CC=C3)=O